[W].CNC.CNC bis-dimethylamine tungsten